5-Chloro-N-[4-(cyclopropyl-sulfonimidoyl)phenyl]-4-(1-methylindol-3-yl)pyrimidin-2-amine ClC=1C(=NC(=NC1)NC1=CC=C(C=C1)S(=O)(=N)C1CC1)C1=CN(C2=CC=CC=C12)C